N1CC(C1)C(CNC1=CC(=NC=2N1N=C(C2)C(F)(F)F)C(F)(F)F)(CC)C2=CC=C(C=C2)F N-(2-(azetidin-3-yl)-2-(4-fluorophenyl)butyl)-2,5-bis(trifluoromethyl)pyrazolo[1,5-a]pyrimidin-7-amine